BrC=1C=NC=C(C1)OC=1C=NC(=CC1)C 3-bromo-5-[(6-methyl-3-pyridyl)oxy]Pyridine